BrC1=CC=C(C=C1)OC.[Ar] argon 4-Bromoanisole